Hexahydrothiepin-4-ylsulfamic acid sodium salt [Na+].S1CCC(CCC1)NS([O-])(=O)=O